4-benzoylbenzoic acid 4-benzylphenyl ester C(C1=CC=CC=C1)C1=CC=C(C=C1)OC(C1=CC=C(C=C1)C(C1=CC=CC=C1)=O)=O